BrC1C2CC3C(C(OC13)=O)C2C(=O)[O-].[Zr+4].BrC2C1CC3C(C(OC23)=O)C1C(=O)[O-].BrC1C2CC3C(C(OC13)=O)C2C(=O)[O-].BrC2C1CC3C(C(OC23)=O)C1C(=O)[O-] zirconium 2-bromo-5-oxo-4-oxatricyclo[4.2.1.03,7]nonan-9-carboxylat